NC1=C2C(=NC=N1)N(N=C2C2=CC=C(C=C2)OC2=CC=CC=C2)C2CCN(CC2)C(CCCCCCSC2=C1C(N(C(C1=CC(=C2)F)=O)C2C(NC(CC2)=O)=O)=O)=O 4-((7-(4-(4-amino-3-(4-phenoxyphenyl)-1H-pyrazolo[3,4-d]pyrimidin-1-yl)piperidin-1-yl)-7-oxoheptyl)thio)-2-(2,6-dioxopiperidin-3-yl)-6-fluoroisoindoline-1,3-dione